FC1=CC=C(C=C1)C1=NC=C(C=C1)OCOC 2-(4-fluorophenyl)-5-(methoxymethoxy)pyridine